trioctyldodecyl citrate (trioctyldodecyl citrate) C(CCCCCCC)C(C(C(C(=O)O)(CCCCCCCCCCCC)CCCCCCCC)(O)C(=O)O)(C(=O)O)CCCCCCCC.C(CC(O)(C(=O)O)CC(=O)O)(=O)OCCCCCCCCCCCC(CCCCCCCC)(CCCCCCCC)CCCCCCCC